CC=1N(C(C2=CN=CC=C2C1)=O)C dimethyl-2H-2,7-naphthyridin-1-one